S(=O)(=O)=NC(=O)N1N=NCC1=O Sulfonylaminocarbonyl-triazolinone